C(=C\C)/SC[C@H](N)C(=O)O S-(trans-1-propenyl)-L-cysteine